BrC=1C=C(C=CC1)N=S(=O)(C)C (3-bromophenyl)imino-dimethyl-oxo-λ6-sulfane